hexadecyldimethylanilinium tetrakis(pentafluorophenyl)borate FC1=C(C(=C(C(=C1[B-](C1=C(C(=C(C(=C1F)F)F)F)F)(C1=C(C(=C(C(=C1F)F)F)F)F)C1=C(C(=C(C(=C1F)F)F)F)F)F)F)F)F.C(CCCCCCCCCCCCCCC)[N+](C1=CC=CC=C1)(C)C